C(C)(C)OC1=C(C=C(C=C1)C(CN1CCN(CC1)C(=O)OC(C)(C)C)=O)[N+](=O)[O-] tert-butyl 4-(2-(4-isopropoxy-3-nitrophenyl)-2-oxoethyl)piperazine-1-carboxylate